N-glycidyl-m-aminophenol C(C1CO1)NC=1C=C(C=CC1)O